ClC1=CN=C2C(=N1)N(N=C2)[C@@H](C)C=2C(=NC=CC2)OC (S)-6-chloro-1-(1-(2-methoxypyridin-3-yl)ethyl)-1H-pyrazolo[3,4-b]pyrazine